CC(CCOC1=CC=C2C=C(C(=C(C2=C1)F)N1CC(NS1(=O)=O)=O)O)(CNC)C 5-{7-[3,3-dimethyl-4-(methylamino)butoxy]-1-fluoro-3-hydroxynaphthalen-2-yl}-1λ6,2,5-thiadiazolidine-1,1,3-trione